Trideuteromorpholinium [2H]C1[N+](CCOC1)([2H])[2H]